N,N-diethylquinazoline-8-carboxamide C(C)N(C(=O)C=1C=CC=C2C=NC=NC12)CC